2-phenyl-4-[bis(3-chlorophenyl)phosphono]-4H-chromene C1(=CC=CC=C1)C=1OC2=CC=CC=C2C(C1)P(=O)(OC1=CC(=CC=C1)Cl)OC1=CC(=CC=C1)Cl